FC=1C(=NC=C(C1)F)CN1N=C2N([C@@H](CCC2)C(=O)N2C[C@H](CC2)F)C1=O (5S)-2-[(3,5-Difluoropyridin-2-yl)methyl]-5-{[(3S)-3-fluoropyrrolidin-1-yl]carbonyl}-5,6,7,8-tetrahydro[1,2,4]triazolo[4,3-a]pyridin-3(2H)-one